C1(CC1)C1=CC(=NN1)NC1=NC(=NC2=CC=CC=C12)NC1=CC=C(C=C1)C(=O)N1CCOCC1 (4-((4-((5-cyclopropyl-1H-pyrazol-3-yl)amino)quinazolin-2-yl)amino)phenyl)(morpholino)methanone